S(=O)=C=C[SiH](OCC)OCC Thionylvinyldiethoxysilane